(2S)-2-(2,4-dibromophenoxy)-N-methoxypropanamide BrC1=C(O[C@H](C(=O)NOC)C)C=CC(=C1)Br